2-(2,6-Dioxopiperidine-3-yl)-4-(((5-(2-Fluorophenyl)oxazol-2-yl)methyl)amino)isoindoline-1,3-dione O=C1NC(CCC1N1C(C2=CC=CC(=C2C1=O)NCC=1OC(=CN1)C1=C(C=CC=C1)F)=O)=O